BrC1=CC(=C(O[C@H](C(=O)OC)C)C=C1)C(CC)=O (S)-Methyl 2-(4-bromo-2-propionylphenoxy)propanoate